n-butane methacrylate C(C(=C)C)(=O)O.CCCC